N1N=CC(=C1)C1=CC2=C(N=C(S2)N2C([C@@H]3N(CCN(C3)C#N)CC2)=O)C=C1 (R)-8-(6-(1H-pyrazol-4-yl)benzo[d]thiazol-2-yl)-9-oxooctahydro-2H-pyrazino[1,2-a]pyrazine-2-carbonitrile